tert-butyl (3R)-1-((1r,4R)-4-((5-(2,6-dioxopiperidin-3-yl)pyridin-2-yl)amino)cyclohexane-1-carbonyl)pyrrolidine-3-carboxylate O=C1NC(CCC1C=1C=CC(=NC1)NC1CCC(CC1)C(=O)N1C[C@@H](CC1)C(=O)OC(C)(C)C)=O